OC1(C(C=CC(=C1)C(=C)C)CC(C)=O)C [2-hydroxy-2-methyl-4-(1-methylvinyl)phenyl]propanone